2'-{3-azabicyclo[3.1.0]hexan-3-yl}-6'-chloro-1-(cyclopropylmethyl)-3,6-dihydro-2H-4,4'-bipyridine C12CN(CC2C1)C1=NC(=CC(=C1)C=1CCN(CC1)CC1CC1)Cl